C1(CCCCC1)N=C=NCCN1CCOCC1 1-cyclohexyl-(2-morpholinoethyl)carbodiimide